NCCCC1=CN(C(C2=CC=CC=C12)=O)C1C(NC(CC1)=O)=O 3-(4-(3-aminopropyl)-1-oxoisoquinolin-2-yl)piperidine-2,6-dione